C[Si]1(CCN(CC1)C1=C(C(=O)OCC2=CC=CC=C2)C=CC(=C1)S(=O)(=O)C)C benzyl 2-(4,4-dimethyl-1,4-azasilinan-1-yl)-4-(methylsulfonyl)benzoate